C(#N)C=1C=C(CBr)C=CC1OC(C)C 3-cyano-4-isopropoxybenzyl bromide